4-{[4-(tert-butoxycarbonyl)piperazin-1-yl]methyl}benzoic acid C(C)(C)(C)OC(=O)N1CCN(CC1)CC1=CC=C(C(=O)O)C=C1